(1R,2S)-2-((tert-Butyldimethylsilyl)oxy)-N-((7-chloro-2-(4'-fluoro-2'-(4-methyl-4H-1,2,4-triazol-3-yl)-[1,1'-biphenyl]-3-yl)benzo[d]oxazol-5-yl)methyl)-N-methylcyclopentan-1-amine [Si](C)(C)(C(C)(C)C)O[C@@H]1[C@@H](CCC1)N(C)CC=1C=C(C2=C(N=C(O2)C=2C=C(C=CC2)C2=C(C=C(C=C2)F)C2=NN=CN2C)C1)Cl